N1N=CC2=CC(=CC=C12)\C=C/1\C(N(C(=N1)N[C@@H](COC)C1=CC=CC=C1)C)=O (5Z)-5-(1H-Indazol-5-ylmethylene)-2-[[(1R)-2-methoxy-1-phenyl-ethyl]amino]-3-methyl-imidazol-4-one